β-D-glucosyl-N-methylpropylamide tetraacetate C(C)(=O)[O-].C(C)(=O)[O-].C(C)(=O)[O-].C(C)(=O)[O-].[C@@H]1([C@H](O)[C@@H](O)[C@H](O)[C@H](O1)CO)C(CC)[N-]C